[1-[4-[5-(1-methylcyclopropoxy)-1H-indazol-3-yl]-2-pyridyl]-4-piperidyl]-[4-(piperazin-1-ylmethyl)-1-piperidyl]methanone CC1(CC1)OC=1C=C2C(=NNC2=CC1)C1=CC(=NC=C1)N1CCC(CC1)C(=O)N1CCC(CC1)CN1CCNCC1